FC1=CC=C(C=C1)CCC(=O)Cl 3-(4-fluorophenyl)propanoyl chloride